tert-butyl 4-(4-((4-(methylsulfonamido)benzyl)oxy)phenyl)-1H-imidazole-1-carboxylate CS(=O)(=O)NC1=CC=C(COC2=CC=C(C=C2)C=2N=CN(C2)C(=O)OC(C)(C)C)C=C1